C(CCCCC)C1(C(C(CC1)(C)C)=O)C 2-HEXYL-2,5,5-TRIMETHYLCYCLOPENTAN-1-ONE